FC=1C=C(C=CC1F)C(C)OC1=C(NC(=C1)C(=O)NCC)C(=O)NC 3-(1-(3,4-difluorophenyl)ethoxy)-N5-ethyl-N2-methyl-1H-pyrrole-2,5-dicarboxamide